FC1=CC=C(C=C1)C=1N=CN(C1C=1C=CC=2N(N1)C(=CN2)C(=O)N)CCC(F)(F)F 6-(4-(4-fluorophenyl)-1-(3,3,3-trifluoropropyl)-1H-imidazol-5-yl)imidazo[1,2-b]pyridazine-3-carboxamide